3-(6-(Difluoromethyl)-3-(2-neopentyloxazol-5-yl)pyridin-2-yl)-6-methyl-6,7-dihydro-5H-pyrrolo[3,4-b]pyridin-5-on FC(C1=CC=C(C(=N1)C=1C=C2C(=NC1)CN(C2=O)C)C2=CN=C(O2)CC(C)(C)C)F